C(CCC)C1=NC(=NN1C1=CC=C(C=C1)C1=CC=C(C=C1)OC(F)(F)F)C1=CC=C(OCCCN(CC)CC)C=C1 3-(4-(5-butyl-1-(4'-(trifluoromethoxy)-[1,1'-biphenyl]-4-yl)-1H-1,2,4-triazol-3-yl)phenoxy)-N,N-diethylpropane-1-amine